FC1=CC=C(COC2=C(C=O)C=C(C=C2)F)C=C1 2-((4-fluorobenzyl)oxy)-5-fluorobenzaldehyde